3-(3-(4-(acetoxymethyl)phenoxy)azetidin-1-yl)-2-(1H-pyrrol-1-yl)benzoic acid methyl ester COC(C1=C(C(=CC=C1)N1CC(C1)OC1=CC=C(C=C1)COC(C)=O)N1C=CC=C1)=O